tert-butyl (6-((6-(4-methoxy-4-(trifluoromethyl)piperidin-1-yl)-2-methylpyridin-3-yl)amino)spiro[3.3]heptan-2-yl)carbamate COC1(CCN(CC1)C1=CC=C(C(=N1)C)NC1CC2(CC(C2)NC(OC(C)(C)C)=O)C1)C(F)(F)F